tert-butyl (3S,5S,6R)-3-[(4-fluoro-1-hydroxy-3H-2,1-benzoxaborol-6-yl)methyl]-2-oxo-5,6-diphenylmorpholine-4-carboxylate FC1=CC(=CC2=C1COB2O)C[C@@H]2N([C@H]([C@H](OC2=O)C2=CC=CC=C2)C2=CC=CC=C2)C(=O)OC(C)(C)C